[Li+].F[C@@H](C(=O)[O-])ON1[C@@H]2C=C([C@H](N(C1=O)C2)C(NCC=2OC=CN2)=O)C (2S)-2-fluoro-2-[[(2S,5R)-3-methyl-2-(oxazol-2-ylmethylcarbamoyl)-7-oxo-1,6-diazabicyclo[3.2.1]oct-3-en-6-yl]oxy]acetic acid lithium salt